C(#N)CCCN1C(=CC(=C1C)S(=O)(=O)C=1C=C2C=NN(C2=CC1)C)C(=O)OCC ethyl 1-(3-cyanopropyl)-5-methyl-4-((1-methyl-1H-indazol-5-yl)sulfonyl)-1H-pyrrole-2-carboxylate